BrC1=CN=C(N=N1)N1C[C@@H](NCC1)C(C)C (S)-6-bromo-3-(3-isopropylpiperazin-1-yl)-1,2,4-triazine